2-(2-((3-methylphenyl)ethynyl)phenyl)acetonitrile CC=1C=C(C=CC1)C#CC1=C(C=CC=C1)CC#N